COC1=NC=CC(=C1)CN([C@@H]1CN(CCC1)C=1C=NC=CC1)CC1=CN(C2=CC=CC=C2C1=O)C 3-({[(2-methoxypyridin-4-yl)methyl][(3S)-1-(pyridin-3-yl)piperidin-3-yl]amino}methyl)-1-methyl-1,4-dihydroquinolin-4-one